P1(=O)(OC2=C(C=C(C=C2C(C)(C)C)C(C)(C)C)CC2=C(C(=CC(=C2)C(C)(C)C)C(C)(C)C)O1)[O-].[Li+] lithium [2,2'-methylenebis(4,6-di-t-butylphenyl)] phosphate